BrC1=C(C(=CC(=C1)C(C)C)F)CC 1-bromo-2-ethyl-3-fluoro-5-isopropyl-benzene